3-amino-N-(4-(N-(3-chloro-2-methylphenyl)sulfamoyl)phenyl)benzenesulfonamide NC=1C=C(C=CC1)S(=O)(=O)NC1=CC=C(C=C1)S(NC1=C(C(=CC=C1)Cl)C)(=O)=O